(2S)-4-[3-(dimethylamino)propionyloxy]-1-[6-(1-octylnonyloxy)-6-oxo-hexyl]pyrrolidine-2-carboxylic acid [8-(1-octylnonyloxy)-8-oxo-octyl] ester C(CCCCCCC)C(CCCCCCCC)OC(CCCCCCCOC(=O)[C@H]1N(CC(C1)OC(CCN(C)C)=O)CCCCCC(=O)OC(CCCCCCCC)CCCCCCCC)=O